N'-benzhydryl-1,2-propanediamine C(C1=CC=CC=C1)(C1=CC=CC=C1)NC(CN)C